8-bromo-N-((2,3-dihydrobenzofuran-4-yl)methyl)-[1,2,4]triazolo[4,3-c]pyrimidin-5-amine BrC=1C=2N(C(=NC1)NCC1=CC=CC3=C1CCO3)C=NN2